C1=C(C=CC2=CC(=CC=C12)C1=NC2=C(C(O1)=O)C=CC=C2)C2=NC1=C(C(O2)=O)C=CC=C1 2,2'-(naphthalene-2,6-diyl)bis(4H-3,1-benzoxazin-4-one)